ClC=1C=C2C=CNC(C2=CN1)=O 6-chloro-2,7-naphthyridin-1(2H)-one